4-oxo-4-phenyl-butyric acid O=C(CCC(=O)O)C1=CC=CC=C1